1-(5-bromo-2-methyl-phenyl)sulfonyl-4,8-dimethyl-3,4-dihydro-2H-quinoline BrC=1C=CC(=C(C1)S(=O)(=O)N1CCC(C2=CC=CC(=C12)C)C)C